6-((R)-3-aminopyrrolidin-1-yl)-N-((R)-1-(2-methyl-3-(trifluoromethyl)phenyl)ethyl)quinolin-4-amine N[C@H]1CN(CC1)C=1C=C2C(=CC=NC2=CC1)N[C@H](C)C1=C(C(=CC=C1)C(F)(F)F)C